C1(C2=CC=C(C(=O)OCCCCCCO1)C=C2)=O 6-hexylene terephthalate